(S)-1-(4-(2-(4-((S)-2-acetoxy-3-(N-(methylsulfonyl)acetamido)propoxy) phenyl)propan-2-yl)-2,6-dichlorophenoxy)-3-chloropropan-2-yl acetate C(C)(=O)O[C@@H](COC1=C(C=C(C=C1Cl)C(C)(C)C1=CC=C(C=C1)OC[C@H](CN(C(C)=O)S(=O)(=O)C)OC(C)=O)Cl)CCl